ClC1=C(C=NC(=C1)Cl)C(C(C(=O)OCC)=C1NC2=C(N1)C=CC=C2)=O ethyl 3-(4,6-dichloro-3-pyridyl)-2-(1,3-dihydrobenzimidazol-2-ylidene)-3-oxo-propanoate